2-ethyl-5,8-dioxaspiro[3.4]octane-2-carboxylic acid ethyl ester C(C)OC(=O)C1(CC2(C1)OCCO2)CC